1-[[4-[2-(2-amino-3-pyridyl)-5-phenyl-imidazo[4,5-b]pyridin-3-yl]phenyl]methyl]-4-methyl-piperidine-4-carboxylic acid NC1=NC=CC=C1C1=NC=2C(=NC(=CC2)C2=CC=CC=C2)N1C1=CC=C(C=C1)CN1CCC(CC1)(C(=O)O)C